4-methyl-3-oxo-5-((5-(4-(trifluoromethyl)phenoxy)-2,3-dihydrobenzofuran-7-yl)carbamoyl)piperazine-1-carboxylic acid tert-butyl ester C(C)(C)(C)OC(=O)N1CC(N(C(C1)C(NC1=CC(=CC=2CCOC21)OC2=CC=C(C=C2)C(F)(F)F)=O)C)=O